4-(4-((1S,5R)-3-(8-cyanoquinolin-5-yl)-5-(trifluoromethyl)-3-azabicyclo[3.1.0]hexan-1-yl)-1H-1,2,3-triazol-1-yl)piperidine-1-carboxylic acid tert-butyl ester C(C)(C)(C)OC(=O)N1CCC(CC1)N1N=NC(=C1)[C@@]12CN(C[C@]2(C1)C(F)(F)F)C1=C2C=CC=NC2=C(C=C1)C#N